C(C=C)(=O)NC1=CC=C2C(=NC=NC2=C1)N1C[C@@H](CC1)NC(OC(C)(C)C)=O (R)-tert-butyl (1-(7-acrylamidoquinazolin-4-yl)pyrrolidin-3-yl)carbamate